1-{5-[(5-Chlorothiophen-2-yl)methoxy]-3-[1-(2,2-dimethylpropanoyl)-2-methylpyrrolidin-3-yl]-4-methoxy-1H-pyrazol-1-yl}-3-methoxy-2,2-dimethylpropan-1-on ClC1=CC=C(S1)COC1=C(C(=NN1C(C(COC)(C)C)=O)C1C(N(CC1)C(C(C)(C)C)=O)C)OC